N-((4-(2-((tert-butyl)Dimethylsilyloxy)ethoxy)-2-isopropylpyridin-3-yl)carbamoyl)-2,6-dichloro-5-fluoronicotinamide C(C)(C)(C)[Si](OCCOC1=C(C(=NC=C1)C(C)C)NC(=O)NC(C1=C(N=C(C(=C1)F)Cl)Cl)=O)(C)C